oxyl-N-{3-[2-(4-chloro-3-fluorophenoxy)acetamido]bicyclo[1.1.1]pentan-1-yl}acetamide OCC(=O)NC12CC(C1)(C2)NC(COC2=CC(=C(C=C2)Cl)F)=O